3-tert-butyl-(3-phenoxyphenyl)boronic acid C(C)(C)(C)C1(CC(=CC=C1)B(O)O)OC1=CC=CC=C1